(1R,2S,5S)-N-((3-bromothieno[2,3-c]pyridin-4-yl)(cyano)methyl)-3-((S)-3,3-dimethyl-2-(2,2,2-trifluoroacetamido)butanoyl)-6,6-dimethyl-3-azabicyclo[3.1.0]hexane-2-carboxamide BrC1=CSC2=CN=CC(=C21)C(NC(=O)[C@@H]2[C@H]1C([C@H]1CN2C([C@H](C(C)(C)C)NC(C(F)(F)F)=O)=O)(C)C)C#N